NCC(=O)NCC(N)=O 2-amino-N-(carbamoylmethyl)acetamide